CC(C)(C)[S@](=O)N[C@H]1C=2N=CSC2CC12CCNCC2 (S)-2-methyl-N-[(4R)-spiro[4,6-dihydrocyclopenta[d]thiazol-5,4'-piperidin]-4-yl]propane-2-sulfinamide